9-(tert-butyl) 3-ethyl 4-(methoxymethyl)-5-phenyl-9H-pyrido[3,4-b]indole-3,9-dicarboxylate COCC1=C(N=CC=2N(C3=CC=CC(=C3C21)C2=CC=CC=C2)C(=O)OC(C)(C)C)C(=O)OCC